N[C@H](C)C1=CC(=NC2=C(C=C(C=C12)C1=NC(=NC=C1F)NC1CCN(CC1)S(=O)(=O)C1CC1)F)C |r| (±)-4-(4-(1-aminoethyl)-8-fluoro-2-methylquinolin-6-yl)-N-(1-(cyclopropylsulfonyl)piperidin-4-yl)-5-fluoropyrimidin-2-amine